5-Fluoro-2-methoxynicotinonitrile FC=1C=NC(=C(C#N)C1)OC